OCC(=O)N1CCN(CC1)C=1C=CC2=C(NC(=N2)C=2NC=C(C2)C(C2=C(C=CC=C2)C(F)(F)F)=O)C1 2-hydroxy-1-(4-(2-(4-(2-(trifluoromethyl)benzoyl)-1H-pyrrol-2-yl)-1H-benzo[d]imidazol-6-yl)piperazin-1-yl)ethanone